6-(3-(6,7-dihydropyrazolo[1,5-a]pyrimidin-4(5H)-yl)-7,8-dihydro-1,6-naphthyridin-6(5H)-yl)-5-methyl-N-(1-(pyridin-2-yl)cyclopropyl)pyridazine-3-carboxamide N1=CC=C2N1CCCN2C=2C=NC=1CCN(CC1C2)C2=C(C=C(N=N2)C(=O)NC2(CC2)C2=NC=CC=C2)C